(2S,5S)-4-[1-(difluoromethyl)cyclopentane-1-carbonyl]-2,3,4,5-tetrahydro-2,5-methanopyrido[3,4-f][1,4]oxazepine-9-carbonitrile FC(C1(CCCC1)C(=O)N1C[C@H]2OC3=C([C@@H]1C2)C=NC=C3C#N)F